(2-Acetamido-5-isopropoxypyridin-4-yl)carbamic acid tert-butyl ester C(C)(C)(C)OC(NC1=CC(=NC=C1OC(C)C)NC(C)=O)=O